2-((3,5-dimethylisoxazol-4-yl)methoxy)-5-methoxy-N-(4-sulfamoylbenzyl)benzamide CC1=NOC(=C1COC1=C(C(=O)NCC2=CC=C(C=C2)S(N)(=O)=O)C=C(C=C1)OC)C